N1C[C@H](CCC1)N1N=CC(=C1)C=1C=C(C=2N(C1)N=CC2C#N)SC2=NC(=CC=C2)C(F)(F)F 6-[1-[(3S)-3-piperidyl]pyrazol-4-yl]-4-[[6-(trifluoromethyl)-2-pyridyl]sulfanyl]pyrazolo[1,5-a]pyridine-3-carbonitrile